10,11-Difluoroundecan-1-ol FC(CCCCCCCCCO)CF